3-chloro-4-(1-thiazol-4-ylethoxy)aniline ClC=1C=C(N)C=CC1OC(C)C=1N=CSC1